ethylpropane-1-sulfonyl azide C(C)C(CC)S(=O)(=O)N=[N+]=[N-]